bis(4-(diphenylsulfonio) phenyl) sulfide hexafluoroantimonate F[Sb-](F)(F)(F)(F)F.C1(=CC=CC=C1)[S+](C1=CC=C(C=C1)SC1=CC=C(C=C1)[S+](C1=CC=CC=C1)C1=CC=CC=C1)C1=CC=CC=C1.F[Sb-](F)(F)(F)(F)F